4-iodo-3-[(2,2,2-trifluoroacetyl)amino]benzoic acid methyl ester COC(C1=CC(=C(C=C1)I)NC(C(F)(F)F)=O)=O